N-[3-[2-(2-thienylmethyl-amino)imidazo[2,1-b][1,3,4]thiadiazol-5-yl]phenyl]acetamide S1C(=CC=C1)CNC1=NN2C(S1)=NC=C2C=2C=C(C=CC2)NC(C)=O